C(CCCCCC)O Heptanol